Cl.FC(CN)(C1=CC=CC=C1)F 2,2-difluoro-2-phenylethanamine hydrochloride